CCCCOC=O n-Butyl formate